C(CCCCCCC\C=C/C\C=C/CCCCC)OC(C(=O)OCCCN(C)C)CCCCCC\C=C/CCCCCCCC 3-(Dimethylamino)propyl (12R)-linoleoxyoleate